6-chloro-3-(((1R)-1-(2-cyano-7-methyl-3-((tetrahydrofuran-3-yl)oxy)quinoxalin-5-yl)ethyl)amino)picolinic acid ClC1=CC=C(C(=N1)C(=O)O)N[C@H](C)C1=C2N=C(C(=NC2=CC(=C1)C)C#N)OC1COCC1